BrC=1C(=NN2C1N=C(NC2=O)SC)C=2N=NC=CC2 8-bromo-2-(methylsulfanyl)-7-(pyridazin-3-yl)-3H-pyrazolo[1,5-a][1,3,5]triazin-4-one